(2-(2-methyl-5-nitrophenyl)-2H-1,2,3-triazol-4-yl)methanol CC1=C(C=C(C=C1)[N+](=O)[O-])N1N=CC(=N1)CO